CC1=CC=2N(C=C1C=1C=NNC1)N=C(N2)N[C@H]2CN(CC2)C(=O)C2=CC=C(C=C2)NC(C=C)=O (R)-N-(4-(3-((7-Methyl-6-(1H-pyrazol-4-yl)-[1,2,4]triazolo[1,5-a]pyridin-2-yl)amino)pyrrolidine-1-carbonyl)phenyl)acrylamide